5-cyclopropyl-N-(3-fluoro-5-(1-methyl-1H-1,2,4-triazol-3-yl)phenyl)pyrazolo[1,5-a]pyrimidine-3-carboxamide C1(CC1)C1=NC=2N(C=C1)N=CC2C(=O)NC2=CC(=CC(=C2)C2=NN(C=N2)C)F